COC(=O)C1(CCN(CC1)CCC1=CC=CC=C1)N(C1=CC=CC=C1)C(CC)=O 4-((1-oxopropyl)-phenylamino)-1-(2-phenylethyl)-4-piperidinecarboxylic acid methyl ester